N=1N(N=CC1)C1=CC=C(CN2C3=NC(=NC=C3NC2=O)C=2C(=NC=CC2)OCC(C)C)C=C1 9-(4-(2H-1,2,3-triazol-2-yl)benzyl)-2-(2-isobutoxypyridin-3-yl)-7,9-dihydro-8H-purin-8-one